rel-(S)-5-methyl-2,3-dihydro-1H-inden-1-amine hydrochloride Cl.CC=1C=C2CC[C@@H](C2=CC1)N |o1:7|